BrC=1C=C2C(=NC1)NC=C2CC#N 2-(5-bromo-1H-pyrrolo[2,3-b]pyridine-3-yl)acetonitrile